tert-butyl (2R,5S)-4-(1-ethoxy-1,3-dioxopentan-2-yl)-2,5-dimethylpiperazine-1-carboxylate C(C)OC(C(C(CC)=O)N1C[C@H](N(C[C@@H]1C)C(=O)OC(C)(C)C)C)=O